COC=1C=C(C=CC1)N1CC(CC1=O)C(=O)NC1CCC(CC1)NC1=CC(=NC2=CC=C(C=C12)Cl)C(F)(F)F 1-(3-methoxyphenyl)-5-oxo-N-[(1s,4s)-4-{[6-chloro-2-(trifluoromethyl)quinolin-4-yl]amino}cyclohexyl]pyrrolidine-3-carboxamide